6-(cyclopropanecarboxamido)-4-((2,5-dimethyl-4,5-dihydro-2H-pyrazolo[4,3-c][1,7]naphthyridin-6-yl-4,4-d2)amino)-N-(methyl-d3)nicotinamide C1(CC1)C(=O)NC1=NC=C(C(=O)NC([2H])([2H])[2H])C(=C1)NC1=NC=CC=2C=3C(C(N(C12)C)([2H])[2H])=CN(N3)C